CN1C(C(C2=CC(=CC=C12)C1C(C1)C(=O)OCC)(C)C)=O Ethyl 2-(1,3,3-trimethyl-2-oxoindolin-5-yl)cyclopropanecarboxylate